1-fluoromethylethylene carbonate C1(OC(CO1)CF)=O